N,N'-dipropylpiperazine C(CC)N1CCN(CC1)CCC